FC(C=1C=C(C=C(C1)C(F)(F)F)C=1C=CC2=C(N(C(=N2)I)C2=CC(=C(C=C2)OC)Cl)C1)(F)F 6-(3,5-bis(trifluoromethyl)phenyl)-1-(3-chloro-4-methoxyphenyl)-2-iodo-1H-benzo[d]imidazole